4-(5-(1-benzylpyrrolidin-2-yl)-2-(pyridin-4-yl)pyrazolo[1,5-a]pyrimidin-7-yl)morpholine C(C1=CC=CC=C1)N1C(CCC1)C1=NC=2N(C(=C1)N1CCOCC1)N=C(C2)C2=CC=NC=C2